C(C)(C)(C)OC(=O)N1[C@H](CN(CC1)C1=CC=CC2=CC=CC=C12)C(=O)O (R)-1-(tert-butoxycarbonyl)-4-(naphthalen-1-yl)piperazine-2-carboxylic acid